P(=O)(OC[N+]1=C(C(=CC=C1)C1=CC(=NO1)CC=1C=NC(=CC1)OCCC1=C(C=C(C(=C1)F)F)F)N)(O)[O-] (2-amino-3-(3-((6-(2,4,5-trifluorophenethoxy)pyridin-3-yl)methyl)isoxazol-5-yl)pyridin-1-ium-1-yl)methyl hydrogen phosphate